FC1=C(C=C(OCC(C)(O)C)C=C1)B1OC(C(O1)(C)C)(C)C 1-[4-fluoro-3-(4,4,5,5-tetramethyl-1,3,2-dioxaborolane-2-yl)phenoxy]-2-methyl-propan-2-ol